C1(CC1)CC1(CC1)CC1=CC(=CC=2N(C(=NC21)OC)C(=O)N)N2CCOCC2 ((1-(Cyclopropylmethyl)cyclopropyl)-methyl)-2-methoxy-6-morpholino-1H-benzo[d]imidazole-1-carboxamide